NC1=CC2=C(SC(=C2)C(=O)OCC)C=C1OC ethyl 5-amino-6-methoxybenzo[b]thiophene-2-carboxylate